4-fluorobenzoat FC1=CC=C(C(=O)[O-])C=C1